FC(C1=CC=C(C=C1)C=1C2=C(N=C(N1)CN)C=NC=C2)(F)F (4-(4-(trifluoromethyl)phenyl)pyrido[3,4-d]pyrimidin-2-yl)methanamine